methyl (1R,2S,5S)-3-[(2S)-2-[(2-hydroxy-2-methyl-propanoyl)amino]-3,3-dimethyl-butanoyl]-6,6-dimethyl-3-azabicyclo[3.1.0]hexane-2-carboxylate OC(C(=O)N[C@H](C(=O)N1[C@@H]([C@H]2C([C@H]2C1)(C)C)C(=O)OC)C(C)(C)C)(C)C